CN1CCN(CC1)CCCN2C3=CC=CC=C3SC4=C2C=C(C=C4)C(F)(F)F The molecule is a member of the class of phenothiazines that is phenothiazine having a trifluoromethyl subsitituent at the 2-position and a 3-(4-methylpiperazin-1-yl)propyl group at the N-10 position. It has a role as a dopaminergic antagonist, an antiemetic, an EC 1.8.1.12 (trypanothione-disulfide reductase) inhibitor, an EC 5.3.3.5 (cholestenol Delta-isomerase) inhibitor, a calmodulin antagonist and a phenothiazine antipsychotic drug. It is a N-alkylpiperazine, a N-methylpiperazine, a member of phenothiazines and an organofluorine compound.